4-chloro-2-(1,1,2,2,2-pentafluoroethyl)imidazo[1,2-a]1,8-naphthyridine-8-carboxylate ClC=1C=2C=CC=3N(C2N=C(C1)C(C(F)(F)F)(F)F)C=C(N3)C(=O)[O-]